N-((1s,4s)-4-((3-(methylsulfonyl)-7-morpholino-1,6-naphthyridin-5-yl)oxy)cyclohexyl)pyrimidin-2-amine CS(=O)(=O)C=1C=NC2=CC(=NC(=C2C1)OC1CCC(CC1)NC1=NC=CC=N1)N1CCOCC1